N,N,N-Tributyl-ammonium C(CCC)[NH+](CCCC)CCCC